C1(CC1)N1CCC(CC1)NC=1C=2N(C=CC1)C(=C(N2)C#CCNC2=C(C=C(C=C2)S(=O)(=O)C)OC)CC(F)(F)F cyclopropyl-N-(2-(3-[(4-methanesulfonyl-2-methoxyphenyl)amino]prop-1-yn-1-yl)-3-(2,2,2-trifluoroethyl)imidazo[1,2-a]pyridin-8-yl)piperidin-4-amine